C(C1=CC=CC=C1)OC(=O)N[C@H]1CN(CCC1)C=1C2=C(N=C(N1)N1CCOCC1)CN(CC2)C(=O)OC(C)(C)C tert-butyl (R)-4-(3-(((benzyloxy) carbonyl) amino) piperidin-1-yl)-2-morpholino-5,8-dihydropyrido[3,4-d]pyrimidine-7(6H)-carboxylate